FC1=CC=C(C=C1)NC(C[N+]1=CC2=CC=CC=C2C=C1)=O 2-(2-((4-fluorophenyl)amino)-2-oxoethyl)isoquinolin-2-ium